N[C@H]1CS(C2=C(N(C1=O)CC1=CC=C(C=C1)C1=NOC(=N1)C(F)(F)F)C=C(C=C2)C2=NOC(=N2)C2(COC2)N)(=O)=O (3R)-3-amino-7-[5-(3-aminooxetan-3-yl)-1,2,4-oxadiazol-3-yl]-1,1-dioxo-5-[[4-[5-(trifluoromethyl)-1,2,4-oxadiazol-3-yl]phenyl]methyl]-2,3-dihydro-1lambda6,5-benzothiazepin-4-one